C(=C)[Ag] vinyl-silver